BrC=1C=C(C=C(C1)NS(=O)(=O)C)NC(=O)C=1C=NN(C1)C1=NC(=CC=C1)C(F)F N-(3-bromo-5-(methylsulfonamido)phenyl)-1-(6-(difluoromethyl)pyridin-2-yl)-1H-pyrazole-4-carboxamide